F[P-](F)(F)(F)(F)F.CN(C)[C+](N1N=[N+](C2=C1C=CC=C2)[O-])N(C)C 3-[Bis(dimethylamino)methyliumyl]-3H-benzotriazol-1-oxide hexafluorophosphate